dicyclohexyl(o-tolyl)phosphine ethyl-5-formyl-1-(2-trimethylsilylethoxymethyl)pyrazole-4-carboxylate C(C)OC(=O)C=1C=NN(C1C=O)COCC[Si](C)(C)C.C1(CCCCC1)P(C1=C(C=CC=C1)C)C1CCCCC1